(4-(4,5-dimethyl-6-oxo-1-propyl-1,6-dihydropyridin-3-yl)-2-fluoro-6-methoxyphenyl)acetaldehyde CC=1C(=CN(C(C1C)=O)CCC)C1=CC(=C(C(=C1)OC)CC=O)F